NC=1C=C2C(N(C(=NC2=CC1)C1CCCCC1)C(COC)C)=O 6-amino-2-cyclohexyl-3-(1-methoxypropan-2-yl)quinazolin-4(3H)-one